3,3'-dihydroxy-4,4'-diaminodiphenylmethane C1=CC(=C(C=C1CC2=CC(=C(C=C2)N)O)O)N